2-ethyl-9,10-bis(n-octyloxycarbonyloxy)anthracene C(C)C1=CC2=C(C3=CC=CC=C3C(=C2C=C1)OC(=O)OCCCCCCCC)OC(=O)OCCCCCCCC